FC(CN1C=C2C(=NN=C(C2=CC1=O)C)N[C@H](C)C1=C(C(=CC=C1)C(F)F)F)F (R)-6-(2,2-difluoroethyl)-4-((1-(3-(difluoromethyl)-2-fluorophenyl)ethyl)amino)-1-methylpyrido[3,4-d]pyridazin-7(6H)-one